(R/S)-2-(4-((2-(3-(3-chloro-4-methoxyphenyl)-3-hydroxyazetidin-1-yl)-5-oxido-6,7-dihydrothieno[3,2-d]pyrimidin-4-yl)amino)phenyl)acetic acid ClC=1C=C(C=CC1OC)C1(CN(C1)C=1N=C(C2=C(N1)CC[S@]2=O)NC2=CC=C(C=C2)CC(=O)O)O |r|